2-(piperidin-1-yl)-4,6-bis(trifluoromethyl)-1H-benzo[d]imidazole N1(CCCCC1)C1=NC2=C(N1)C=C(C=C2C(F)(F)F)C(F)(F)F